O(C1=CC=CC=C1)C(C1=CC=CC=C1)(C1=CC=CC=C1)C1=CC=CC=C1 phenoxytriphenylmethane